C1(CC1)C=1C=C2C(=NN(C(C2=CC1)=O)CC(=O)NC1=NC=NC=C1F)C(C)C 2-(6-cyclopropyl-1-oxo-4-prop-2-ylphthalazin-2-yl)-N-(5-fluoropyrimidin-4-yl)acetamide